Methyl 2-{[6-(benzyloxy)-5-fluoro-3-nitropyridin-2-yl]oxy}acetate Methyl-2-hydroxyacetate COC(CO)=O.C(C1=CC=CC=C1)OC1=C(C=C(C(=N1)OCC(=O)OC)[N+](=O)[O-])F